CN(C1CN(C1)C1=NC=CC(=C1)OC1=CC(=C(C=C1)NC=1C2=C(N=CN1)NC=C2C2CCN(CC2)C(C=C)=O)F)C 1-(4-(4-((4-((2-(3-(dimethylamino)azetidin-1-yl)pyridin-4-yl)oxy)-2-fluorophenyl)amino)-7H-pyrrolo[2,3-d]pyrimidin-5-yl)piperidin-1-yl)prop-2-en-1-one